C(C)OP(OCC)(=O)CCCOC1=CC(=CC=C1)B1OC(C(O1)(C)C)(C)C.OC=1C=C(C=CC1)NC(CNC1=CC=C(C=C1)C(F)(F)F)=O N-(3-hydroxyphenyl)-2-((4-(trifluoromethyl)phenyl)amino)acetamide diethyl-3-(3-(4,4,5,5-tetramethyl-1,3,2-dioxaborolan-2-yl)phenoxy)propylphosphonate